(R)-8-(3-Chloro-4-methylphenyl)-9-oxooctahydro-2H-pyrazino[1,2-a]pyrazin ClC=1C=C(C=CC1C)N1C([C@@H]2N(CCNC2)CC1)=O